[Si](C)(C)(C(C)(C)C)OCC[C@@H]1N(S(OC1)(=O)=O)C(=O)OC(C)(C)C tert-butyl (S)-4-(2-((tert-butyldimethylsilyl)oxy)ethyl)-1,2,3-oxathiazolidine-3-carboxylate 2,2-dioxide